N1(CCNCCC1)C=1N=C2N3C=4C=CC=CC4NC3=C(C(C2=CN1)=O)C(=O)O 4-(1,4-diazepan-1-yl)-8-oxo-1,3,5,11-tetrazatetracyclo[8.7.0.02,7.012,17]-heptadeca-2,4,6,9,12(17),13,15-heptaene-9-carboxylic acid